CC1CCC(CN1)C(=O)OC racemic-methyl 6-methyl-3-piperidinecarboxylate